(Z)-8-hydroxycyclooct-2-en-1-yl acetate C(C)(=O)OC1\C=C/CCCCC1O